5-(1-ethyl-4-(trifluoromethyl)-1H-imidazol-2-yl)-2-fluoropyridine C(C)N1C(=NC(=C1)C(F)(F)F)C=1C=CC(=NC1)F